2-(1-methyl-1H-pyrazol-5-yl)cyclopentan-1-ol CN1N=CC=C1C1C(CCC1)O